(R)-5-(3-aminopiperidin-1-yl)-N-(2-bromo-5-fluoro-4-morpholinophenyl)pyrazolo[1,5-a]pyrimidine-3-carboxamide trifluoroacetate salt FC(C(=O)O)(F)F.N[C@H]1CN(CCC1)C1=NC=2N(C=C1)N=CC2C(=O)NC2=C(C=C(C(=C2)F)N2CCOCC2)Br